dichloroallyllawsone C1=CC=C2C(=C1)C(=C(C(=O)C2=O)CC=C(Cl)Cl)O